ClC=1C=C(C=CC1)C(=O)C1(CN(C1)C)C (3-chloro-phenyl)-(1,3-dimethyl-azetidin-3-yl)-methanone